NC1=CC=CC(=N1)S(=O)(=O)NC(=O)C=1C(=NC(=CC1)C=1C=NC(=CC1)OC(C)C)N1C(CCC1)(C)C N-[(6-Amino-2-pyridyl)sulfonyl]-2-(2,2-dimethylpyrrolidin-1-yl)-6-(6-isopropoxy-3-pyridyl)pyridin-3-carboxamid